4-(ethylthio)cyclohexanone C(C)SC1CCC(CC1)=O